4-Cyclohexyl-5-methoxy-2,2-dimethyl-7-(3-methyloctan-2-yl)chromene C1(CCCCC1)C1=CC(OC2=CC(=CC(=C12)OC)C(C)C(CCCCC)C)(C)C